NC=1C2=C(N=CN1)N(C(=C2C2=CC(=C(C=C2)OC2=NC=CC=N2)OC)C2=CC=C(C=C2)NC(C(=C)C)=O)C N-(4-(4-amino-5-(3-methoxy-4-(pyrimidin-2-yloxy)phenyl)-7-methyl-7H-pyrrolo[2,3-d]pyrimidin-6-yl)phenyl)methacrylamide